Cl.F[C@H]1C[C@]2(CCCN2C1)CO ((2S,7aR)-2-fluorotetrahydro-1H-pyrrolizin-7a(5H)-yl)methanol HCl